NC1=C(C(=CC=C1)C1=CC=CC=C1C)C#N amino-6'-methyl-[1,1'-biphenyl]-2-carbonitrile